aminoethanesulfonic acid C(CS(=O)(=O)O)N